C(C)C(CCCCCN)N 6-ethyl-1,6-hexanediamine